O(C1=CC=CC=C1)[Sn]=O phenoxytin oxide